3,5-bis(trifluoromethyl)-3,5-dihydroxybiphenyl FC(C1(CC(=CC(C1)(O)C(F)(F)F)C1=CC=CC=C1)O)(F)F